N-[3-[[2-chloro-4-[[5-[1-(cyanomethyl)-3-(trifluoromethyl)pyrazol-4-yl]-1-methyl-imidazole-2-carbonyl]amino]benzoyl]amino]cyclobutyl]-3-methyl-piperazine-1-carboxamide ClC1=C(C(=O)NC2CC(C2)NC(=O)N2CC(NCC2)C)C=CC(=C1)NC(=O)C=1N(C(=CN1)C=1C(=NN(C1)CC#N)C(F)(F)F)C